N-(5-((6-((S)-3-benzylisoxazolin-2-yl)pyrimidin-4-yl)amino)-4-methoxy-2-(4-(4-methylpiperazin-1-yl)piperidin-1-yl)phenyl)acrylamide C(C1=CC=CC=C1)[C@@H]1N(OCC1)C1=CC(=NC=N1)NC=1C(=CC(=C(C1)NC(C=C)=O)N1CCC(CC1)N1CCN(CC1)C)OC